1-fluoro-4-methyl-2-nitro-benzene FC1=C(C=C(C=C1)C)[N+](=O)[O-]